C1(=CC=CC=C1)C1CCC2=NC3=C(NC(CC3)N3CCN(CC3)C3=NC=CC=N3)N21 8-phenyl-2-(4-(pyrimidin-2-yl)piperazin-1-yl)-7,8-dihydro-6H-pyrrolo[2',1':2,3]imidazo[4,5-b]piperidine